CN(C1=C(C=CC(=C1)C(=O)OC)C1CC2(CC(C2)(F)F)CCN1CC1=C2C=CN(C2=C(C=C1OC)C)C(=O)OC(C)(C)C)C tert-Butyl 4-((6-(2-(dimethylamino)-4-(methoxycarbonyl)phenyl)-2,2-difluoro-7-azaspiro[3.5]nonan-7-yl)methyl)-5-methoxy-7-methyl-1H-indole-1-carboxylate